CCCCCCCCCCCCCCCCCCCC(=O)O[C@H](COC(=O)CCCCCCC/C=C\C/C=C\CCCC)COP(=O)([O-])OCC[N+](C)(C)C 1-(9Z,12Z-heptadecadienoyl)-2-eicosanoyl-glycero-3-phosphocholine